ClC1=NC(=NC(=C1C)C1=C(C=CC=C1C)CCC(C)C)NS(=O)(=O)C=1C=C(C(=O)OC)C=CC1 Methyl 3-[[4-chloro-6-(2-isopentyl-6-methyl-phenyl)-5-methyl-pyrimidin-2-yl]sulfamoyl]benzoate